BrC=1C(=NC(=NC1)C)Cl 5-bromo-4-chloro-2-methylpyrimidine